N-(4-methoxybenzyl)-N-vinylacetamide COC1=CC=C(CN(C(C)=O)C=C)C=C1